2,7-di-tert-butyl-9,9-dimethyl-4,5-xanthenediamine C(C)(C)(C)C1=CC=2C(C=3C=C(C=C(C3OC2C(=C1)N)N)C(C)(C)C)(C)C